ClC=1C=C2C=NNC2=CC1C1CCN(CC1)CC(F)F 5-chloro-6-(1-(2,2-difluoroethyl)piperidin-4-yl)-1H-indazole